COC1=C(C=CC=C1)C1=NC=CC2=C1CN(C2=O)C2=NC=C(C=C2)OC(F)(F)F 4-(2-methoxyphenyl)-2-[5-(trifluoromethoxy)pyridin-2-yl]-2,3-dihydro-1H-pyrrolo[3,4-c]pyridin-1-one